BrC=1C=C2C(=NC=NC2=CC1)C1=CC(=C(C=C1)N1CCN(CC1)C([2H])([2H])[2H])F 6-bromo-4-(3-fluoro-4-(4-(methyl-d3)piperazin-1-yl)phenyl)quinazoline